S1SCC=C1 thiaThiophen